N-[2-(3,3-difluoropyrrolidin-1-yl)-4-(2-fluoro-phenyl)-3-pyridyl]-1-methyl-3,5-dihydro-2H-1,4-benzodiazepine-4-carboxamide FC1(CN(CC1)C1=NC=CC(=C1NC(=O)N1CCN(C2=C(C1)C=CC=C2)C)C2=C(C=CC=C2)F)F